(1r,5s)-3-(2,7-dichloro-8-fluoropyrido[4,3-d]pyrimidin-4-yl)-3,8-diazabicyclo[3.2.1]octane-8-carboxylic acid tert-butyl ester C(C)(C)(C)OC(=O)N1[C@H]2CN(C[C@@H]1CC2)C=2C1=C(N=C(N2)Cl)C(=C(N=C1)Cl)F